C(C)(C)(C)OC(=O)N(N)CCNC(=O)OCC1=CC=CC=C1 (2-(((benzyloxy)carbonyl)amino)ethyl)hydrazine-1-carboxylic acid tert-butyl ester